ClC=1C(=NC(=NC1)N[C@H]1[C@@H](COCC1)O)C=1C=C2C(=CC=NC2=CC1)CC(C)=O (3S,4R)-4-((5-chloro-4-(4-isopropoylquinolin-6-yl)pyrimidin-2-yl)amino)tetrahydro-2H-pyran-3-ol